COC(C(=C)C)=O.C(O)C(CC)(CO)CO Trimethylolpropane methyl-methacrylate